1-[(3S)-3-{4-amino-3-[2-(1-ethyl-6-fluoro-1,3-benzodiazol-5-yl)ethynyl]Pyrazolo[4,3-c]Pyridin-1-yl}pyrrolidin-1-yl]Prop-2-en-1-one Sodium Caprylate C(CCCCCCC)(=O)[O-].[Na+].NC1=NC=CC2=C1C(=NN2[C@@H]2CN(CC2)C(C=C)=O)C#CC2=CC1=C(N(C=N1)CC)C=C2F